2-morpholino-5-(4,4,5,5-tetramethyl-1,3,2-dioxaborolan-2-yl)benzonitrile O1CCN(CC1)C1=C(C#N)C=C(C=C1)B1OC(C(O1)(C)C)(C)C